N-(2-(trifluoromethyl)-9H-carbazol-9-yl)benzamide FC(C1=CC=2N(C3=CC=CC=C3C2C=C1)NC(C1=CC=CC=C1)=O)(F)F